N-cetylgalactosamine C(CCCCCCCCCCCCCCC)N[C@H]1C(O)O[C@@H]([C@@H]([C@@H]1O)O)CO